(R)-1-(4-methylphenyl)ethylamine CC1=CC=C(C=C1)[C@@H](C)N